C1(=CC=C(C=C1)C(C)(C)C1=CC=C(C=C1)O)C(C)(C)C1=CC=C(C=C1)O 4,4'-(1,4-phenylenedi(propane-2,2-diyl))diphenol